Cl.NC1C(N(CC1)C1=CC(=C(C#N)C=C1)C(F)(F)F)=O 4-(3-amino-2-oxopyrrolidin-1-yl)-2-(trifluoromethyl)benzonitrile hydrochloride